C1(=CC=CC=C1)COC(=O)[C@@]1(CN(C[C@@H]1CC=C)C([C@@H](NC(=O)OCC1=CC=CC=C1)C)=O)NC(=O)OCC1=CC=CC=C1 (3R,4S)-4-allyl-1-(((benzyloxy)carbonyl)-L-alanyl)-3-(((benzyloxy)carbonyl)amino)pyrrolidine-3-carboxylic acid phenylmethyl ester